C(#N)C=1C=NN2C1C(=CC(=C2)C=2C=NN(C2C)C2CCN(CC2)C(=O)OC(C)(C)C)SC2=C(C(=CC=C2)C)C#N tert-butyl 4-[4-[3-cyano-4-(2-cyano-3-methyl-phenyl)sulfanyl-pyrazolo[1,5-a]pyridin-6-yl]-5-methyl-pyrazol-1-yl]piperidine-1-carboxylate